tert-butyl N-[2-methyl-1-(p-tolylsulfonyl)propyl]carbamate CC(C(S(=O)(=O)C1=CC=C(C=C1)C)NC(OC(C)(C)C)=O)C